C(C1=C(C=CC2=CC=CC=C12)C(=O)N)C1=C(C=CC2=CC=CC=C12)C(=O)N 1,1'-methylenebis(2-naphthamide)